[Na+].[K+].C(C1=CC=CC=C1)C(C(=O)[O-])(C(=O)[O-])CC 2-benzyl-2-ethylmalonic acid potassium sodium salt